COC1=NC(=CC2=C(C=CC=C12)SCCC(=O)OC)C methyl 3-((1-methoxy-3-methylisoquinolin-5-yl)thio)propanoate